Methyl-2-oxo-2,5,6,7-tetrahydro-1H-cyclopenta[b]pyridine-3-carbonitrile CN1C2=C(C=C(C1=O)C#N)CCC2